N-(3-((2-(5-(4-(4-(dimethylamino)but-2-enoyl)-2-oxopiperazin-1-yl)thiophen-2-yl)ethyl)amino)-3-oxopropyl)benzamide CN(CC=CC(=O)N1CC(N(CC1)C1=CC=C(S1)CCNC(CCNC(C1=CC=CC=C1)=O)=O)=O)C